6-chloro-7-(naphthalen-1-ylmethyl)-5-oxo-1-propyl-8-(3-(trifluoromethyl)phenyl)-1,2,3,5-tetrahydroimidazo[1,2-a]pyridine-3-carboxylic acid ClC1=C(C(=C2N(C1=O)C(CN2CCC)C(=O)O)C2=CC(=CC=C2)C(F)(F)F)CC2=CC=CC1=CC=CC=C21